N1CCC(CC1)CCOCC1CCN(CC1)C=O (4-((2-(piperidin-4-yl)ethoxy)methyl)piperidin-1-yl)methanone